FC1=C(C(=CC(=C1F)F)F)[B-](C1=C(C(=C(C=C1F)F)F)F)(C1=C(C(=C(C=C1F)F)F)F)C1=C(C(=C(C=C1F)F)F)F.C[N+](C1=CC=CC=C1)(C)C trimethylanilinium tetrakis(2,3,4,6-tetrafluorophenyl)borate